4'-Bromo-2',5'-dimethyl-[1,1'-biphenyl]-4-carboxylate BrC1=CC(=C(C=C1C)C1=CC=C(C=C1)C(=O)[O-])C